3-(3-hydroxypropyl)-5-methyl-5-propyl-pyrrolidin-2-one OCCCC1C(NC(C1)(CCC)C)=O